C(C)(C)(C)C1=C(C=CC(=C1)N)N(CC)C(C)(C)C tert-butyl-N1-(tert-butyl)-N1-ethylbenzene-1,4-diamine